C(C1=CC=CC=C1)(=O)OCN=C(C(=O)C1=CC=C(C=C1)SC1=CC=CC=C1)CCCCCC 2-(benzoyloxymethylimino)-1-[4-(phenylthio)phenyl]-1-octanone